ClC=1N=C(C2=C(N1)N(C=C2)[C@H]2[C@@H]([C@@H]([C@H](O2)COCP(O)(O)=O)O)O)N[C@@H]2CNCC2 [(2R,3S,4R,5R)-5-[2-chloro-4-[[(3S)-pyrrolidin-3-yl]-amino]pyrrolo[2,3-d]-pyrimidin-7-yl]-3,4-dihydroxy-tetrahydro-furan-2-yl]methoxy-methylphosphonic acid